1-((S)-2-(1-fluorocyclopropanecarboxamido)-3,3-dimethylbutanoyl)-4-hydroxypyrrolidine-2-carboxamide FC1(CC1)C(=O)N[C@H](C(=O)N1C(CC(C1)O)C(=O)N)C(C)(C)C